DichloropropeneN ClC=C=CCl